NCC1=CC=C(N1)C=CC(CCCCCCC)=O (5-(aminomethyl)pyrrol-2-yl)dec-1-en-3-one